C(C=C)(=O)OC1(CCCC1)C1=CC=CC=C1 1-phenylcyclopentyl acrylate